C[C@@H]1[C@@H]([C@@H]([C@H]([C@H](O1)OP(=O)([O-])OP(=O)([O-])OC[C@@H]2[C@H](C[C@@H](O2)N3C=C(C(=O)NC3=O)C)O)O)[NH3+])O The molecule is a nucleotide-sugar oxoanion arising from deprotonation of the diphosphate OH groups and protonation of the amino group of dTDP-3-amino-3,6-dideoxy-alpha-D-galactopyranose; major microspecies at pH 7.3. It is a conjugate base of a dTDP-3-amino-3,6-dideoxy-alpha-D-galactopyranose.